CC1=C(C=CC=C1)N1N=CC=2[C@@H](CCCC12)NC(=O)C=1ON=C2C1CCCC2 N-[(4R)-1-(2-methylphenyl)-4,5,6,7-tetrahydro-1H-indazol-4-yl]-4,5,6,7-tetrahydro-2,1-benzoxazole-3-carboxamide